2,4-dimethylpyrimidin-5-sulfonyl chloride CC1=NC=C(C(=N1)C)S(=O)(=O)Cl